O1CCC(CC1)N1C=CC=2C1=CN=CC2 1-(tetrahydro-2H-pyran-4-yl)-1H-pyrrolo[2,3-c]pyridine